C1(CCCCC1)N1C(=O)N(C=2N=C(NC2C1=O)C=1C=NC(=CC1)NCC1CN(C(C1)=O)C)C1CCCCC1 1,3-dicyclohexyl-8-(6-(((1-methyl-5-oxo-3-pyrrolidinyl)methylamino))-3-pyridinyl)xanthine